IC=1C=NC=NC1 C5-Iodopyrimidin